P(OC(O)OP([O-])=O)([O-])=O hydroxymethylidene bisphosphonate